2-{5-[4-(2-Cyclohexyl-acetyl)piperazin-1-yl]-pyridin-2-ylamino}-7-cyclopentyl-7H-pyrrolo[2,3-d]pyrimidine-6-carboxylic acid dimethylamide CN(C(=O)C1=CC2=C(N=C(N=C2)NC2=NC=C(C=C2)N2CCN(CC2)C(CC2CCCCC2)=O)N1C1CCCC1)C